monoisopropenyl ether C(=C)(C)OC(=C)C